6-chloro-2-(difluoromethyl)pyridazin-3(2H)-one ClC=1C=CC(N(N1)C(F)F)=O